butyl (2-ethylhexyl)cyclohexane-1,4-dicarboxylate C(C)C(CC1(CCC(CC1)C(=O)[O-])C(=O)OCCCC)CCCC